2-(5-((4-(3-((2-((1S)-1-((tetrahydro-2H-pyran-2-yl)oxy)ethyl)-1H-imidazol-1-yl)methyl)isoxazol-5-yl)phenyl)ethynyl)pyridin-2-yl)ethan-1-ol O1C(CCCC1)O[C@@H](C)C=1N(C=CN1)CC1=NOC(=C1)C1=CC=C(C=C1)C#CC=1C=CC(=NC1)CCO